CN1C(N(C2=C1N=NC=1C=CC(=CC21)C=2C=NC(=CC2)[C@@H](C)OCCN2CCCCC2)C2CCOCC2)=O (R)-3-methyl-8-(6-(1-(2-(piperidin-1-yl)ethoxy)ethyl)pyridin-3-yl)-1-(tetrahydro-2H-pyran-4-yl)-1H-imidazo[4,5-c]cinnolin-2(3H)-one